CN[C@@H](CCS(=O)C)C(O)=N methyl-methionine sulfoxide imine